bis(biphenyl-4-yl)-5-(4,4,5,5-tetramethyl-[1,3,2]dioxaborolane-2-yl)-biphenyl C1(=CC=C(C=C1)C=1C(=C(C=C(C1)B1OC(C(O1)(C)C)(C)C)C1=CC=CC=C1)C1=CC=C(C=C1)C1=CC=CC=C1)C1=CC=CC=C1